ClC=1C=CC(=C(C1)N1CC(CCC1)N1N=CC=C1C(F)(F)F)C1=CC=C(C=C1)N1CCN(CC1)C(=O)[C@H]1[C@H](C1)F 1-[1-[5-Chloro-2-[4-[4-[(1S,2S)-2-fluorocyclopropanecarbonyl]piperazin-1-yl]phenyl]phenyl]-3-piperidyl]-5-(trifluoromethyl)pyrazole